2-fluoro-3-hydroxy-3-methylbutyl-4-(isopropylamino)-6-(pyridin-4-yl)quinoline-3-carboxamide FC(CC1=NC2=CC=C(C=C2C(=C1C(=O)N)NC(C)C)C1=CC=NC=C1)C(C)(C)O